FC=1C(=NC=CC1)C1=NC2=CC(=CC=C2C=C1)C(=O)O 2-(3-fluoropyridin-2-yl)quinoline-7-carboxylic acid